O1C(CC(OC12CCCCC2)=O)=O 1,5-dioxa-Spiro-[5.5]-undecan-2,4-dion